FC(OCC1(CCC1)OCC(=O)N)(F)F 2-[3-cis-(trifluoromethoxymethyl)cyclobutoxy]acetamide